(R)-5-(2-fluorophenyl)-2,3-dimethyl-7-(2-(1-methyl-1H-pyrazol-4-yl)morpholino)pyrido[4,3-d]pyrimidin-4(3H)-one FC1=C(C=CC=C1)C1=NC(=CC=2N=C(N(C(C21)=O)C)C)N2C[C@H](OCC2)C=2C=NN(C2)C